O[C@H]1CN(CC1)C(=O)N[C@@H](C(=O)O)CC(=O)N1CCOCC1 (R)-2-((R)-3-hydroxypyrrolidine-1-carboxamido)-4-morpholino-4-oxobutanoic acid